2-(10-(pyridin-2-yl)-6-oxaspiro[4.6]undecan-10-yl)ethylamine N1=C(C=CC=C1)C1(CCCOC2(CCCC2)C1)CCN